3,3'-((Oxybis(ethane-2,1-diyl))bis(oxy))dipropionic acid O(CCOCCC(=O)O)CCOCCC(=O)O